ClC1=CC(=C(C=C1)N1CCC(CC1)C(CN)N)F (1-(4-chloro-2-fluorophenyl)piperidin-4-yl)ethane-1,2-diamine